C(=O)(OC(C)(C)C)N[C@@H](CCSC)C(=O)O (E)-Boc-L-methionine